ethyl-phosphoryl-choline C(C)P(=O)=C(O)C[N+](C)(C)C